[N+](=O)([O-])C=1C=C2C=CC(OC2=CC1)=O 6-nitro-2-oxo-2H-chromen